1,1,3,3,3-Pentafluoro-2-trifluoromethylpropylmethylether FC(C(C(F)(F)F)C(F)(F)F)(F)COCC(C(C(F)(F)F)C(F)(F)F)(F)F